C(CCCC)=C1C(CCC1)=O 2-pentylidenecyclopentan-1-one